C1(=CC=CC=C1)OC1=CC=CC=C1 phenyloxide